ClCC(=O)NC1=CC=C2C(=C(NC2=C1)C1=CC=CC=C1)C(C[N+](=O)[O-])C1=CC=CC=C1 2-chloro-N-(3-(2-nitro-1-phenylethyl)-2-phenyl-1H-indol-6-yl)acetamide